(1S,3S,5R)-5-((2-azidoethoxy)methyl)-N-((R)-1-(4-carbamimidoylthiophen-2-yl)ethyl)-2-((4-phenoxybutanoyl)glycyl)-2-azabicyclo[3.1.0]hexane-3-carboxamide N(=[N+]=[N-])CCOC[C@@]12C[C@H](N([C@H]2C1)C(CNC(CCCOC1=CC=CC=C1)=O)=O)C(=O)N[C@H](C)C=1SC=C(C1)C(N)=N